N1(C=CC2=CC=CC=C12)CCC(=O)O 1-indolepropionic acid